ClC1=CC(=C(C=C1)S(=O)(=O)NC[C@@H](CC)O)F 4-Chloro-2-fluoro-N-[(2R)-2-hydroxybutyl]benzenesulfonamide